ClC1=C(C=CC(=C1)Cl)C=1CCCC2=C(C1C1=CC=C(C=C1)N[C@H]1CNCC1)C=CC(=C2)C(=O)OC Methyl (R)-8-(2,4-dichlorophenyl)-9-(4-(pyrrolidin-3-ylamino)phenyl)-6,7-dihydro-5H-benzo[7]annulene-3-carboxylate